FC1=CC=C(C=2C3=C(NC12)C(CN(C3)C(=O)C3=NNC(=C3)C)C)C 6-Fluoro-4,9-dimethyl-2-(5-methyl-1H-pyrazol-3-carbonyl)-3,5-dihydro-1H-pyrido[4,3-b]indol